[Mg+2].C(C1=CC=CC=C1)(=O)[O-].C(C1=CC=CC=C1)(=O)[O-] Benzoic acid magnesium salt